ClC=1C(=NC2=CC=CC=C2N1)NCC=1SC=CC1 3-chloro-N-(thien-2-ylmethyl)quinoxalin-2-amine